1-(4-(3-(4-(4-acetylpiperazine-1-carbonyl)-3-chlorophenylamino)azetidin-1-yl)piperidin-1-yl)-3,3,3-trifluoro-2-hydroxy-2-phenylpropan-1-one (S)-2-hydroxypropionate lithium [Li+].O[C@H](C(=O)[O-])C.C(C)(=O)N1CCN(CC1)C(=O)C1=C(C=C(C=C1)NC1CN(C1)C1CCN(CC1)C(C(C(F)(F)F)(C1=CC=CC=C1)O)=O)Cl